2-Hydroxy-6-naphthoic acid OC1=CC2=CC=C(C=C2C=C1)C(=O)O